4-chlorobenzyl (4-((4-(methylsulfonyl)piperazin-1-yl)methyl)phenyl)carbamate CS(=O)(=O)N1CCN(CC1)CC1=CC=C(C=C1)NC(OCC1=CC=C(C=C1)Cl)=O